2-(4-chloro-5-methyl-6-oxopyridazin-1(6H)-yl)propanoic acid ClC=1C=NN(C(C1C)=O)C(C(=O)O)C